ClC=1C(=C(C(=O)OCCN)C(=CC1)Cl)OC 2-aminoethyl 3,6-dichloro-2-methoxybenzoate